ClC1=C(C=CC(=C1)C(F)(F)F)NC(CN1C=2N(C(C(=C1CC)N1CC3(C1)CNC3)=O)N=C(N2)\C=C\COC)=O (E)-N-(2-chloro-4-(trifluoromethyl)phenyl)-2-(5-ethyl-2-(3-methoxyprop-1-en-1-yl)-7-oxo-6-(2,6-diazaspiro[3.3]heptan-2-yl)-[1,2,4]triazolo[1,5-a]pyrimidin-4(7H)-yl)acetamide